(S)-3-(3-chloro-4-fluorophenyl)-1-((2,2-dimethyl-1,3-dioxan-5-yl)methyl)-1-(1-(6-fluoro-1-oxo-1,2-dihydroisoquinolin-4-yl)ethyl)urea ClC=1C=C(C=CC1F)NC(N([C@@H](C)C1=CNC(C2=CC=C(C=C12)F)=O)CC1COC(OC1)(C)C)=O